tert-butyl (R)-(((tert-butoxycarbonyl)amino)(3-(3-(4-decyl-3-(trifluoromethyl)phenyl)-1,2,4-oxadiazol-5-yl)piperidin-1-yl)methylene)carbamate C(C)(C)(C)OC(=O)NC(N1C[C@@H](CCC1)C1=NC(=NO1)C1=CC(=C(C=C1)CCCCCCCCCC)C(F)(F)F)=NC(OC(C)(C)C)=O